germanium (iv) chloride [Ge](Cl)(Cl)(Cl)Cl